5-(1-(2-fluorophenyl)ethyl)-3-hydroxy-4H-benzo[e][1,2,4]-thiadiazine 1,1-dioxide FC1=C(C=CC=C1)C(C)C1=CC=CC2=C1NC(=NS2(=O)=O)O